6,7-dichloro-1-methyl-1,4-dihydroquinoxalin-2,3-dione ClC=1C=C2NC(C(N(C2=CC1Cl)C)=O)=O